4-(prop-2-en-1-yloxy)benzene C(C=C)OC1=CC=CC=C1